FC=1C=C(C=C2C(=CC=NC12)C(C)NC(C)=O)C1=NC(=NC=C1F)NC1CCN(CC1)S(=O)(=O)C N-(1-(8-fluoro-6-(5-fluoro-2-((1-(methylsulfonyl)piperidin-4-yl)amino)pyrimidin-4-yl)quinolin-4-yl)ethyl)acetamide